The molecule is an O-acyl carbohydrate obtained by formal condensation of the carboxy group of gallic acid with the 2-hydroxy group of D-glucose. It has a role as a Camellia sinensis metabolite. It derives from an aldehydo-D-glucose and a gallic acid. C1=C(C=C(C(=C1O)O)O)C(=O)O[C@@H](C=O)[C@H]([C@@H]([C@@H](CO)O)O)O